(Cyclopropanecarboxamido)-4-((2-methoxy-3-(2-methyl-2H-tetrazol-5-yl)phenyl)amino)-N-(methyl-d3)-N-((methylthio)methyl)nicotinamide C1(CC1)C(=O)NC1=C(C(=O)N(CSC)C([2H])([2H])[2H])C(=CC=N1)NC1=C(C(=CC=C1)C=1N=NN(N1)C)OC